[3,4-Difluoro-5-(7-morpholin-4-yl-quinazolin-4-yl)-phenyl]thiazol-2-yl-methanol FC=1C=C(C=C(C1F)C1=NC=NC2=CC(=CC=C12)N1CCOCC1)C(O)C=1SC=CN1